1,3-di(o-tolyl)-guanidine C1(=C(C=CC=C1)NC(=N)NC1=C(C=CC=C1)C)C